NC1=C(C=2C=NC(=C(C2N1C1=C(C(=CC(=C1C)OC)F)C)C#N)C1CC1)C(=O)N 2-Amino-7-cyano-6-cyclopropyl-1-(3-fluoro-5-methoxy-2,6-dimethyl-phenyl)pyrrolo[3,2-c]pyridine-3-carboxamide